1-Cyclopentyl-5-oxo-N-(pyridin-2-ylmethyl)pyrrolidin-3-carboxamid C1(CCCC1)N1CC(CC1=O)C(=O)NCC1=NC=CC=C1